C(C(CC(C)=O)=O)[Fe](CC(CC(C)=O)=O)CC(CC(C)=O)=O tris(2,4-pentanedionyl)iron (III)